1-Benzyl-3-(4-((6,8-dioxo-7-((2-(trimethylsilyl)ethoxy)methyl)-2-oxa-5,7-diazaspiro[3.4]octan-5-yl)methyl)-4-methylcyclohexyl)pyrimidine-2,4,6(1H,3H,5H)-trione C(C1=CC=CC=C1)N1C(N(C(CC1=O)=O)C1CCC(CC1)(C)CN1C2(COC2)C(N(C1=O)COCC[Si](C)(C)C)=O)=O